ClC1=C(C=CC=2N(C=NC21)CCC[C@@H]2NCCC[C@@H]2O)Cl (2S,3S)-2-(3-(4,5-dichloro-1H-benzo[d]imidazol-1-yl)propyl)piperidin-3-ol